C(C)(C)(C)OC(=O)N[C@H](C(=O)N[C@H](/C=C/C(=O)OC(C)(C)C)C)CC(CCNC(=O)OC(C)(C)C)=O tert-butyl (S,E)-4-((S)-2,6-bis((tert-butoxycarbonyl)amino)-4-oxohexanamido)pent-2-enoate